2-methoxy-4-[6-(4-hydroxy-3-methoxyphenyl)-1,3,3a,4,6,6a-hexahydrofuro[3,4-c]furan-3-yl]phenolate COC1=C(C=CC(=C1)C1OCC2C(OCC21)C2=CC(=C(C=C2)O)OC)[O-]